FC1=CC=C(C=C1)C1=C(N=CS1)C(=O)[O-] 5-(4-fluorophenyl)thiazole-4-carboxylate